O1CCOC12CC=C(CCC2)C=2C=C1C(=NC2)N(C(N1C1CCN(CC1)C(C1=CC=C(C=C1)OC(F)(F)F)=O)=O)COCC[Si](C)(C)C 6-(1,4-dioxaspiro[4.6]undec-7-en-8-yl)-1-[1-[4-(trifluoromethoxy)benzoyl]-4-piperidyl]-3-(2-trimethylsilylethoxymethyl)imidazo[4,5-b]pyridin-2-one